C1(CC1)C1=C(C(=NO1)C1=C(C=NC=C1Cl)Cl)C=C1CC2(C1)CCN(CC2)C=2SC1=C(N2)C(=CC(=C1)C(=O)O)F 2-(2-((5-cyclopropyl-3-(3,5-dichloropyridin-4-yl)isoxazol-4-yl)methylene)-7-azaspiro[3.5]non-7-yl)-4-fluorobenzo[d]thiazole-6-carboxylic acid